ClCC(=O)NC1(CN(CCC1)C(=O)OCC1=CC=CC=C1)C1=CC=CC=C1 benzyl 3-[(2-chloroacetyl)amino]-3-phenyl-piperidine-1-carboxylate